NC(C(=O)O)C(C(=O)O)N racemic-2,3-diaminosuccinic acid